NC=1C=NC=CC1N1CCC2(CN(C(O2)=O)C)CC1 8-(3-aminopyridin-4-yl)-3-methyl-1-oxa-3,8-diazaspiro[4.5]decan-2-one